C(C)(C)(C)OC(=O)N1C2CC(CC1CC2)(O)C2=C1C(=NC=C2F)NC=C1.PC=1C(NC2=CC=CC=C2C1)=O phosphinoquinolinone tert-butyl-3-(5-fluoro-1H-pyrrolo[2,3-b]pyridin-4-yl)-3-hydroxy-8-azabicyclo[3.2.1]octane-8-carboxylate